BrC=1C=2C(C=3C(=NC(=NC3C1F)S(=O)(=O)CC)N1CCOC[C@](C1)(O)C)=CN(N2)C (6S)-4-(4-bromo-7-ethylsulfonyl-5-fluoro-2-methyl-pyrazolo[4,3-f]quinazolin-9-yl)-6-methyl-1,4-oxazepan-6-ol